C(C)C1([C@@H](NC1=O)C1=CC(=C(C=C1OC)N1CCC(CC1)C=O)F)CC (S)-1-(4-(3,3-diethyl-4-oxoazetidin-2-yl)-2-fluoro-5-methoxyphenyl)piperidine-4-carbaldehyde